methyl 3-(1,3-dioxolan-2-yl)-4-nitrobenzoate O1C(OCC1)C=1C=C(C(=O)OC)C=CC1[N+](=O)[O-]